N-(2,4,6-trifluorophenyl)thiourea FC1=C(C(=CC(=C1)F)F)NC(=S)N